CC1CN(CC(N1CC1CCNCC1)C)C=1C=C2C(N(C(C2=CC1)=O)C1C(NC(CC1)=O)=O)=O 5-(3,5-dimethyl-4-(piperidin-4-ylmethyl)piperazin-1-yl)-2-(2,6-dioxopiperidin-3-yl)isoindoline-1,3-dione